((E)-3-(4-((2-((6-((E)-3,5-bis(trifluoro-methyl)benzylidene)-5-oxo-5,6,7,8-tetrahydronaphthalen-2-yl)oxy)acetamido)-methyl)phenyl)acrylic acid) FC(C=1C=C(\C=C/2\C(C=3C=CC(=CC3CC2)OCC(=O)NCC2=CC=C(C=C2)/C=C/C(=O)O)=O)C=C(C1)C(F)(F)F)(F)F